COC(C(CS)S)COC 3,4-Dimethoxybutane-1,2-dithiol